4-((2-hydroxyethyl)sulphonamido)-2-(6-azaspiro[2.5]octane-6-yl)-N-(5-(trifluoromethyl)benzo[b]thiophen-3-yl)benzamide OCCS(=O)(=O)NC1=CC(=C(C(=O)NC=2C3=C(SC2)C=CC(=C3)C(F)(F)F)C=C1)N1CCC3(CC3)CC1